BrC1=CC(=C(CC2=NC3=C(N2[C@@H]2COCC2(C)C)C=C(C=C3F)C(=O)OC)C=C1)F Methyl (S)-2-(4-bromo-2-fluorobenzyl)-1-(4,4-dimethyltetrahydrofuran-3-yl)-4-fluoro-1H-benzo[d]imidazole-6-carboxylate